C1(CC1)C=1NC2=C3C(=CC=C2C1)C=CC=C3 cyclopropyl-Benzoindole